O1COC2=C1C=C1CC(CC1=C2)NC2=NC=C(C=N2)C2=NN=C(O2)CC(=O)N2CC1=C(CC2)N=NN1 2-(5-(2-((6,7-dihydro-5H-indeno[5,6-d][1,3]dioxol-6-yl)amino)pyrimidin-5-yl)-1,3,4-oxadiazol-2-yl)-1-(3,4,6,7-tetrahydro-5H-[1,2,3]triazolo[4,5-c]pyridin-5-yl)ethan-1-one